(S)-(4-(difluoromethyl)-5-((2-hydroxy-2,4-dimethylpentyl)oxy)-[2,4'-bipyridinyl]-2'-yl)carbamic acid methyl ester COC(NC1=NC=CC(=C1)C1=NC=C(C(=C1)C(F)F)OC[C@@](CC(C)C)(C)O)=O